C1=CC=CC=2C3=CC=CC=C3C(C12)COC(=O)N[C@H](C(=O)O)CC1=CN(C2=CC=C(C=C12)C=1C=NN(C1)C)C(=O)OC(C)(C)C (S)-2-((((9H-fluoren-9-yl)methoxy)carbonyl)amino)-3-(1-(tert-butoxycarbonyl)-5-(1-methyl-1H-pyrazol-4-yl)-1H-indol-3-yl)propanoic acid